BrC1=C2C[C@H]([C@@H](C2=CC=C1)OC1=CC(=C(C=O)C=C1Cl)O)F |o1:4,5| 4-[rel-(1R,2R)-4-bromo-2-fluoro-indan-1-yl]Oxy-5-chloro-2-hydroxy-benzaldehyde